FC(F)(F)SSC(F)(F)F bistrifluoromethyl disulphide